3-(4-Chloro-2-methyl-2H-indazol-5-yl)-6-{3,8-diazabicyclo[3.2.1]oct-8-yl}-5-methyl-1H,4H,5H-pyrazolo[3,4-d]pyrimidin-4-one ClC=1C2=CN(N=C2C=CC1C1=NNC=2N=C(N(C(C21)=O)C)N2C1CNCC2CC1)C